COC1=CC2=C(N=C(N2)S)C=C1 5-methoxy-2-benzimidazolethiol